cyanotertiary butyl-oxypropyl-trimethoxysilane C(#N)CO[Si](OC)(OC)CCCOC(C)(C)C